Tert-butyl ((7-carbamoyl-5-chloro-6-hydroxybenzofuran-2-yl)methyl)carbamate C(N)(=O)C1=C(C(=CC=2C=C(OC21)CNC(OC(C)(C)C)=O)Cl)O